C(C)(C)(C)OC(=O)N1C[C@@H](CC1)CCOCCC(CP(=O)(OC)OC)=O (S)-3-(2-(4-(dimethoxyphosphoryl)-3-oxobutoxy)ethyl)pyrrolidine-1-carboxylic acid tert-butyl ester